methyl 2-[[4-[3-[(4-cyanophenyl)methoxy]pyrazol-1-yl]-1-piperidyl]methyl]-3-[(3-ethylimidazol-4-yl)methyl]benzimidazole-5-carboxylate C(#N)C1=CC=C(C=C1)COC1=NN(C=C1)C1CCN(CC1)CC=1N(C2=C(N1)C=CC(=C2)C(=O)OC)CC=2N(C=NC2)CC